4-methyl-N-(2-methyl-4,5,6,7-tetrahydro-2H-indazol-3-yl)-3-[2-(pyridin-3-yl)ethynyl]benzamide CC1=C(C=C(C(=O)NC=2N(N=C3CCCCC23)C)C=C1)C#CC=1C=NC=CC1